CC=1C(=C2C(=NC1)NCC2)N2CCN(CC2)C(=O)OC(C)(C)C tert-butyl 4-(5-methyl-2,3-dihydro-1H-pyrrolo[2,3-b]pyridin-4-yl)piperazine-1-carboxylate